C1(=CC=CC=C1)N(N)C(C)=O 2-phenyl-monoacetylhydrazine